BrCCN1C(CCC1=O)=O N-(2-bromoethyl)succinimide